O=C1CC(N(C2=C(N1)C1=CC=CC=C1C=C2)C=2C=C(C=CC2)N(S(=O)(=O)C2=C(C=CC=C2)[N+](=O)[O-])C)=O N-[3-(2,4-dioxo-1,2,3,4-tetrahydronaphtho[1,2-b][1,4]diazepin-5-yl)phenyl]-N-methyl-2-nitrobenzenesulfonamide